FC1=C2C=CNC2=CC(=C1OC=1C=C(C=CC1)C=1NC(=CN1)C(=O)C=1C=C(C=CC1)CCC(=O)OC)F methyl 3-(3-(2-(3-((4,6-difluoro-1H-indol-5-yl)oxy)phenyl)-1H-imidazole-5-carbonyl)phenyl)propanoate